The molecule is a sphingoid that is sphingosine having an additional trans-double bond at position 8. It has a role as a mouse metabolite. It derives from a sphingosine. It is a conjugate base of a sphinga-4E,8E-dienine(1+). CCCCCCCCC/C=C/CC/C=C/[C@H]([C@H](CO)N)O